OC1=CC=C(C(C(=O)[O-])=C1)O 5-hydroxysalicylate